BrC=1C=2N(C=CC1)N=CC2/C=C/C(=O)OCC ethyl (E)-3-(4-bromopyrazolo[1,5-a]pyridin-3-yl)prop-2-enoate